5-oxaspiro[2.5]octane-carboxylic acid ethyl ester C(C)OC(=O)C1CC12COCCC2